C(C)(C)(C)OC(NC1=CC(=CC=C1)OC1=C(C=C(C=C1)N)Cl)=O (3-(2-chloro-4-aminophenoxy)phenyl)carbamic acid tert-butyl ester